FC1(CC1)C(=O)N[C@H](C(=O)N1[C@@H](C[C@H](C1)O)C(=O)NCC1=C(C=C(C=C1)C1=C(N=CS1)C)O)C(C)(C)C (2S,4R)-1-[(2S)-2-[(1-fluorocyclopropanecarbonyl)amino]-3,3-dimethyl-butanoyl]-4-hydroxy-N-[[2-hydroxy-4-(4-methylthiazol-5-yl)phenyl]methyl]pyrrolidine-2-carboxamide